O=C(C=CC=CC(=O)O)CCCCCCCCCCCC KETOOCTADECADIENOIC ACID